C(C=C)N1N(C2=NC(=NC=C2C1=O)S(=O)C)C1=CC=CC(=N1)OC1CC(N(CC1)C(=O)OC(C)(C)C)C tert-butyl 4-((6-(2-allyl-6-(methylsulfinyl)-3-oxo-2,3-dihydro-1H-pyrazolo[3,4-d]pyrimidin-1-yl)pyridin-2-yl)oxy)-2-methylpiperidine-1-carboxylate